FC1=CC=C(C=C1)[C@H](CCCC(=O)N1C(O[C@H]1C1=CC=CC=C1)=O)O (4S)-3-[(5S)-5-(4-fluorophenyl)5-hydroxypentanoyl]4-phenyl-1,3-oxazetane-2-one